C(C1=CC=CC=C1)OC(=O)C(CCCCC)CCCC Decane-6-carboxylic acid benzyl ester